CN(C=1C=C2C(=CC=NC2=CC1)NC1=NC=C(C=C1)C1=NC2=C(N1)C=CC(=C2)NC2=CC(=NC=C2)C)C N6,N6-dimethyl-N4-(5-(5-(2-methylpyridin-4-ylamino)-1H-benzo[d]imidazol-2-yl)pyridin-2-yl)quinoline-4,6-diamine